2-(6-fluoro-1-methyl-1H-indol-4-yl)-6,7-dimethoxy-4-(4-oxa-7-azaspiro[2.5]octane-7-carbonyl)isoquinolin-1(2H)-one FC1=CC(=C2C=CN(C2=C1)C)N1C(C2=CC(=C(C=C2C(=C1)C(=O)N1CCOC2(CC2)C1)OC)OC)=O